tert-butyl 3-[(3-amino-5-chloro-7-isoquinolyl)amino]azetidine-1-carboxylate NC=1N=CC2=CC(=CC(=C2C1)Cl)NC1CN(C1)C(=O)OC(C)(C)C